CC1(CCCC1)[Sn] 1-methyl-1-cyclopentyltin